1-(13Z,16Z-docosadienoyl)-2-(7Z,10Z,13Z,16Z-docosatetraenoyl)-glycero-3-phosphocholine CCCCC/C=C\C/C=C\CCCCCCCCCCCC(=O)OC[C@H](COP(=O)([O-])OCC[N+](C)(C)C)OC(=O)CCCCC/C=C\C/C=C\C/C=C\C/C=C\CCCCC